3-(5-(1-isopropyl-7-(pyrrolidin-1-ylmethyl)-1H-pyrrolo[3,2-b]pyridin-5-yl)-1-oxoisoindolin-2-yl)piperidine-2,6-dione C(C)(C)N1C=CC2=NC(=CC(=C21)CN2CCCC2)C=2C=C1CN(C(C1=CC2)=O)C2C(NC(CC2)=O)=O